CP(CP(C)C)CP(C)C ((methylphosphinediyl)bis-(methylene))-bis(dimethylphosphine)